5-(8-(7,7-difluoro-5-azaspiro[2.4]heptan-5-yl)-3-fluoroimidazo[1,2-b]pyridazin-6-yl)pyrimidine-2,4(1H,3H)-dione FC1(CN(CC12CC2)C=2C=1N(N=C(C2)C=2C(NC(NC2)=O)=O)C(=CN1)F)F